3-indol-3-ylpropionic acid N1C=C(C2=CC=CC=C12)CCC(=O)O